N-(5-(Tert-butyl)-1-methyl-1H-pyrazol-3-yl)-6-(6-(4-methylpiperazin-1-yl)imidazo[1,2-a]pyridin-3-carbonyl)-4,5,6,7-tetrahydrothieno[2,3-c]pyridin-3-carboxamid C(C)(C)(C)C1=CC(=NN1C)NC(=O)C1=CSC=2CN(CCC21)C(=O)C2=CN=C1N2C=C(C=C1)N1CCN(CC1)C